C(=C)C=CC(=O)N 3-VINYLACRYLAMIDE